trifluoromethanesulfonic acid 7-bromo-4,6-dichloro-8-fluoroquinolin-2-yl ester BrC1=C(C=C2C(=CC(=NC2=C1F)OS(=O)(=O)C(F)(F)F)Cl)Cl